N-(1-(3-(6,6-dimethyl-5-oxo-5,6-dihydro-4H-1,3,4-oxadiazin-2-yl)pyrazin-2-yl)ethyl)-3,5-bis(trifluoromethyl)benzamide CC1(C(NN=C(O1)C=1C(=NC=CN1)C(C)NC(C1=CC(=CC(=C1)C(F)(F)F)C(F)(F)F)=O)=O)C